CN(C(C)=O)C.[Cu] copper N,N-dimethylacetamide